(2R,5S)-4-(5-(2-fluorophenyl)-7-(1-methyl-1H-pyrazol-4-yl)-7H-pyrrolo[2,3-d]pyrimidin-4-yl)-2,5-dimethylpiperazine-1-carboxylic acid isopropyl ester C(C)(C)OC(=O)N1[C@@H](CN([C@H](C1)C)C=1C2=C(N=CN1)N(C=C2C2=C(C=CC=C2)F)C=2C=NN(C2)C)C